C1=CC(=CC=C1C2=CC(=O)C3=C(O2)C(=C(C=C3O)O)C4=C(C=C(C5=C4OC(=CC5=O)C6=CC=C(C=C6)O)O)O)O The molecule is a biflavonoid that is obtained by oxidative coupling of two molecules of apigenin resulting in a bond between positions C-8 of the two chromene rings respectively. Isolated from Cupressus sempervirens and Juniperus occidentalis, it exhibits free radical scavenging and antielastase activities. It has a role as an EC 3.4.21.37 (leukocyte elastase) inhibitor, a radical scavenger and a metabolite. It is a biflavonoid, a hydroxyflavone and a ring assembly.